[N+](=[N-])=NC1=CC=CC=C1 diazoaniline